4-[4-methyl-2-(methylamino)thiazol-5-yl]-2-{[4-(piperazin-1-ylmethyl)-2-oxo-2H-benzopyran-7-yl]amino}pyrimidine-5-carbonitrile CC=1N=C(SC1C1=NC(=NC=C1C#N)NC1=CC2=C(C(=CC(O2)=O)CN2CCNCC2)C=C1)NC